C(C=C)N(S(=O)(=O)C)CC=C N,N-diallylmethanesulfonamide